2-propylamine CC(C)N